2-(2-((7-amino-5-(3-(aminomethyl)phenyl)benzofuran-2-yl)methoxy)phenyl)acetic acid NC1=CC(=CC=2C=C(OC21)COC2=C(C=CC=C2)CC(=O)O)C2=CC(=CC=C2)CN